Cl.Cl.C1(=CC(=CC=C1)OCC(CN1CCCCC1)O)OCC(CN1CCCCC1)O 3,3'-(1,3-phenylenebis(oxy))bis(1-(piperidin-1-yl)propan-2-ol) dihydrochloride